ClC1=C(C=CC=C1)[C@@H](C)N1C(=NC2=C1C=C(C(=C2)F)F)N2C[C@H]([C@@H](CC2)F)N (3R,4R)-1-(1-((1R)-1-(2-chlorophenyl)ethyl)-5,6-difluoro-1H-benzimidazol-2-yl)-4-fluoro-3-piperidinamine